OC=1C(=C(C=2C(C3=C(C=CC=C3C(C2C1)=O)O)=O)C)C(=O)O 3,8-Dihydroxy-1-methylanthraquinone-2-carboxylic acid